Butyl 6-(3-chloro-6-(difluoromethyl)-2-fluorophenyl)-3-vinylpyrazine-2-carboxylate ClC=1C(=C(C(=CC1)C(F)F)C1=CN=C(C(=N1)C(=O)OCCCC)C=C)F